amino-N-[(dimethylamino)methylidene]-2-(1-methyl-1H-pyrazol-4-yl)pyridine-3-sulfonamide NC1=C(C(=NC=C1)C=1C=NN(C1)C)S(=O)(=O)N=CN(C)C